3-(3,5-dimethyl-1-(3-methyl-[1,2,4]triazolo[4,3-b]pyridazin-6-yl)-1H-pyrazol-4-yl)-1-(4-(4-(methylsulfonyl)benzyl)piperazin-1-yl)propan-1-one CC1=NN(C(=C1CCC(=O)N1CCN(CC1)CC1=CC=C(C=C1)S(=O)(=O)C)C)C=1C=CC=2N(N1)C(=NN2)C